ethyl {1-[2-(difluoromethyl)pyridin-4-yl]azetidin-3-yl}acetate FC(C1=NC=CC(=C1)N1CC(C1)CC(=O)OCC)F